O(C1=CC=CC=C1)C1=CC=C(C=C1)C(CC(=O)N)=O 3-(4-phenoxyphenyl)-3-oxo-propionamide